ClC1=CC=C(C=C1)N1N=CC(=C1C(F)(F)F)C(=O)OCC ethyl 1-(4-chlorophenyl)-5-(trifluoromethyl)-1H-pyrazole-4-carboxylate